BrC1=CC(=C(C=C1)C(C)=O)OC 1-(4-bromo-2-methoxyphenyl)ethane-1-one